ethyl 5-chloro-3-(1-((1-(2-((4-ethylphenyl) sulfonamido) ethyl) piperidin-4-yl) methyl)-1H-1,2,3-triazol-4-yl)-1H-indole-2-carboxylate ClC=1C=C2C(=C(NC2=CC1)C(=O)OCC)C=1N=NN(C1)CC1CCN(CC1)CCNS(=O)(=O)C1=CC=C(C=C1)CC